C(C=C)OC=1C(=CC=C(C=O)C1)C=O 5-allyloxyterephthalaldehyde